(2-(2-oxo-2-(3-(trifluoromethyl)anilino)ethoxy)phenyl)phosphonic acid O=C(COC1=C(C=CC=C1)P(O)(O)=O)NC1=CC(=CC=C1)C(F)(F)F